FC1=C(C=CC(=C1)C1=NN(C=N1)C1=CC(=CC=C1)OC(F)(F)F)NC(=O)\N=C\1/SCC(N1C1=C(C=CC(=C1)OC)C(C)C)=O (Z)-1-(2-fluoro-4-(1-(3-(trifluoromethoxy)phenyl)-1H-1,2,4-triazol-3-yl)phenyl)-3-(3-(2-isopropyl-5-methoxyphenyl)-4-oxothiazolidin-2-ylidene)urea